(3S,4S)-1-(2-((S)-2-decanamido-3-(hexylamino)-3-oxopropyl)-1-oxoisoindoline-5-carbonyl)-N3,N4-bis((1S,2R)-2-phenylcyclopropyl)pyrrolidine-3,4-dicarboxamide C(CCCCCCCCC)(=O)N[C@@H](CN1C(C2=CC=C(C=C2C1)C(=O)N1C[C@H]([C@@H](C1)C(=O)N[C@@H]1[C@H](C1)C1=CC=CC=C1)C(=O)N[C@@H]1[C@H](C1)C1=CC=CC=C1)=O)C(=O)NCCCCCC